C(\C=C/C(=O)O)(=O)O.C(\C=C/C(=O)O)(=O)O.ClC=1C=C(C=CC1F)NC1=NC=NC2=CC(=C(C=C12)NC(\C=C\CN(C)C)=O)O[C@@H]1COCC1 (E)-4-dimethylamino-but-2-enoic acid (4-(3-chloro-4-fluoro-phenylamino)-7-((S)-tetrahydrofuran-3-yloxy)-quinazolin-6-yl)-amide dimaleate